1-(4-Methyl-4'-(2-(4-methylpiperazin-1-yl)propyl)-[1,1'-biphenyl]-3-yl)thiourea CC1=C(C=C(C=C1)C1=CC=C(C=C1)CC(C)N1CCN(CC1)C)NC(=S)N